5'-bromo-7'-chloro-6'-methoxy-3',4'-dihydro-2'H-spiro[[1,3]dioxolane-2,1'-naphthalene] BrC1=C2CCCC3(C2=CC(=C1OC)Cl)OCCO3